CC=1N=C(SC1C)N1N([NH2+]C(=N1)C1=CC(=CC=C1)OCC(=O)O)C1=CC=C(C=C1)S(=O)(=O)O 3-(4,5-dimethylthiazol-2-yl)5-(3-carboxymethoxyphenyl)2-(4-sulfophenyl)-2H-tetrazolium